[Br-].C1(CCCC1)[C@@](C(=O)OC1C[N+](CC1)(C)CC(=O)OCC)(O)C1=CC=CC=C1 (2R,3'S)-3-(2-Cyclopentyl-2-phenyl-2-hydroxyacetoxy)-1-(ethoxycarbonylmethyl)-1-methylpyrrolidinium bromid